3,3'-dihydroxydiphenyl disulfide C1=CC(=CC(=C1)SSC2=CC=CC(=C2)O)O